(R)-N-(8,9-Difluoro-6-oxo-1,4,5,6-tetrahydro-2H-pyrano[3,4-c]isoquinolin-1-yl)-N-methylbenzo[d]thiazole-2-carboxamide FC=1C(=CC=2C3=C(NC(C2C1)=O)COC[C@@H]3N(C(=O)C=3SC1=C(N3)C=CC=C1)C)F